C(C)(C)(C)OC(=O)N1C(CCC1)C1=NC=2C(=C3C(=NC2)NC=C3C(C3=C(C=C(C=C3)OC3=CC=CC=C3)Cl)=O)N1 2-(8-(2-chloro-4-phenoxybenzoyl)-1,6-dihydroimidazo[4,5-d]Pyrrolo[2,3-b]Pyridin-2-yl)pyrrolidine-1-carboxylic acid tert-butyl ester